BrC=1N(N=C2C=NC=CC21)C 3-bromo-2-methyl-2H-pyrazolo[3,4-c]pyridine